EthylenedinitriloTetraacetic Acid Disodium Salt Dihydrate O.O.[Na+].[Na+].C(CN(CC(=O)[O-])CC(=O)[O-])N(CC(=O)O)CC(=O)O